1-nitropyrrolidin-2-one [N+](=O)([O-])N1C(CCC1)=O